2-(3-trifluoromethyl-benzyl)oxirane-2-carboxylic acid ethyl ester C(C)OC(=O)C1(OC1)CC1=CC(=CC=C1)C(F)(F)F